1-cyclopropyl-5-nitro-1H-pyrrolo[2,3-b]pyridine C1(CC1)N1C=CC=2C1=NC=C(C2)[N+](=O)[O-]